[Na].C1(=CC=CC=C1)C(C)C 2-phenyl-propane sodium